methacrylic acid, β-hydroxypropyl ester C(C(=C)C)(=O)OCC(C)O